2-(3-iodophenyl)oxazolo[5,4-d]pyrimidin-7-amine IC=1C=C(C=CC1)C=1OC=2N=CN=C(C2N1)N